C(C)(=O)NCCNC(C1=CC=C(C=C1)C1=NC=CC2=C1C=CN2)=O N-(2-acetamidoethyl)-4-(1H-pyrrolo[3,2-c]pyridin-4-yl)benzamide